C(CCCCCCC)OCC(COCCCCCCCC[C@@H]1[C@@H](C1)C[C@@H]1[C@@H](C1)CCCCC)N 1-(octyloxy)-3-({8-[(1S,2S)-2-{[(1R,2R)-2-pentylcyclopropyl]methyl}cyclopropyl]octyl}oxy)propan-2-amine